O=C1N(CC[C@H]1OC[C@H](CNC(C)=O)NC=1C=NNC(C1C(F)(F)F)=O)C1CCN(CC1)C1=NC=C(C=N1)C(F)(F)F N-((S)-3-(((R)-2-oxo-1-(1-(5-(trifluoromethyl)pyrimidin-2-yl)piperidin-4-yl)pyrrolidin-3-yl)oxy)-2-((6-oxo-5-(trifluoromethyl)-1,6-dihydropyridazin-4-yl)amino)propyl)acetamide